2-ethoxy-2-methyl-1-(3-dimethylethoxysilylpropyl)-1-aza-2-silacyclopentane C(C)O[Si]1(N(CCC1)CCC[Si](OCC)(C)C)C